tert-butyl-2-(2-(2-isopropylphenyl)-6-oxopiperazin-1-yl)-7-azaspiro[3.5]nonane-7-carboxylate C(C)(C)(C)OC(=O)N1CCC2(CC(C2)N2C(CNCC2=O)C2=C(C=CC=C2)C(C)C)CC1